methyl 3-{[(1-{2-fluoro-4-[4-(methylcarbamoyl)-1H-1,2,3-triazol-1-yl]butyl}-1H-1,2,3-triazol-4-yl)formamido]methyl}benzoate FC(CN1N=NC(=C1)C(=O)NCC=1C=C(C(=O)OC)C=CC1)CCN1N=NC(=C1)C(NC)=O